calcium cyanamide calcium [Ca].N#CN.[Ca]